FC=1C=C2C(=CNC(C2=CC1F)=O)C(C)N(C(=O)C=1OC2=C(C1)C=CC=C2)C N-(1-(6,7-difluoro-1-oxo-1,2-dihydroisoquinolin-4-yl)ethyl)-N-methylbenzofuran-2-carboxamide